ClCCS(=O)(=O)Cl 2-chloro-1-ethanesulfonyl chloride